CC=1C=C(C(=C2C=CN(C12)C(=O)OC(C)(C)C)COC1OCCCC1)S(=O)(=O)C tert-butyl 7-methyl-5-(methylsulfonyl)-4-(((tetrahydro-2H-pyran-2-yl)oxy)methyl)-1H-indole-1-carboxylate